C(C)(C)C1=C(OCC(C)NOC)C=C(C=C1)C N-(1-(2-isopropyl-5-methylphenoxy)propan-2-yl)-O-methylhydroxylamine